N/C(/C(=O)O)=C\C alpha-aminocrotonic acid